ClC(P([O-])(=O)[O-])(P([O-])(=O)[O-])Cl dichloromethane-diphosphonate